[Pb].[Cu].[Ag] silver-copper-lead